2-chloro-4,6-bis(4-trifluoromethylphenyl)-1,3,5-triazine ClC1=NC(=NC(=N1)C1=CC=C(C=C1)C(F)(F)F)C1=CC=C(C=C1)C(F)(F)F